2,4-dichloro-6-methyl-5,6,7,8-tetrahydropyrido[4,3-d]pyrimidine ClC=1N=C(C2=C(N1)CCN(C2)C)Cl